ClC1=C(C=C(C=2C3=C(NC12)CCNC(C3)=O)C(CO)O)Cl 7,8-Dichloro-10-(1,2-dihydroxyethyl)-3,4,5,6-tetrahydroazepino[4,5-b]indol-2(1H)-one